((3S,4R)-3-amino-4-hydroxypyrrolidin-1-yl)(5-bromo-6,7-difluoro-1H-indol-2-yl)methanone N[C@H]1CN(C[C@H]1O)C(=O)C=1NC2=C(C(=C(C=C2C1)Br)F)F